C(C)OC(NC1=NC(=C(C(=C1)F)[Si](C)(C)C)F)=O N-(4,6-difluoro-5-trimethylsilyl-2-pyridyl)carbamic acid ethyl ester